CC(CC[C@@H](C(=O)O)NC1=NC=NC2=CC=CN=C12)(C)C (S)-5,5-dimethyl-2-(1,3,5-triaza-4-naphthylamino)hexanoic acid